COC1=CC=C(C=C1)C(=C(C1=CC=CC=C1)C1=CC=C(C=C1)C=1SC=C(C1)CC(CCCCCC)CCCC)C1=CC=C(C=C1)OC 2-(4-(2,2-bis(4-methoxyphenyl)-1-phenylvinyl)phenyl)-4-(2-butyloctyl)thiophene